O1COC2=C1C=CC(=C2)/C=C/C(=O)N(C2=NC=CC=C2)CCSC (E)-3-(1,3-benzodioxol-5-yl)-N-(2-methylsulfanylethyl)-N-(2-pyridinyl)prop-2-enamide